C(C)(C)(C)OC(N(C1=CC=CC=C1)C#CC1=CCCCC1)=O N-(1-cyclohexenyl)ethynyl-N-phenylcarbamic acid tert-butyl ester